CCCCC(CCC)=O octan-5-one